FC=1C=C(CN2C(=NC(=C2)NC(C(C)O)=O)CF)C=C(C1)F N-(1-(3,5-difluorobenzyl)-2-(fluoromethyl)-1H-imidazol-4-yl)-2-hydroxypropanamide